OC1=C(C=CC(=C1)C(F)(F)F)C1=C2C(=C(N=N1)NC1C(N(CCC1)C)=O)C=NC=C2 3-[[1-[2-hydroxy-4-(trifluoromethyl)phenyl]pyrido[3,4-d]pyridazin-4-yl]amino]-1-methyl-piperidin-2-one